CN1N=CC=2C=3N=CC=C(NC4=NC=C5C(=NN([C@H](CCOC12)C)C5=C4)C4=CC=C(N4C)C=O)N3 5-[(16S)-11,16-dimethyl-13-oxa-2,6,10,11,17,18,22,25-octazapentacyclo[15.5.2.13,7.08,12.020,24]pentacosa-1(22),3,5,7(25),8(12),9,18,20,23-nonaen-19-yl]-1-methyl-pyrrole-2-carbaldehyde